C(C1=CC=CC=C1)OC([C@@H](N)CCCCNC(=O)OC(C)(C)C)=O N6-(tert-butoxycarbonyl)-L-lysine benzyl ester